CC(C(=O)OC)(C)C1=CC(=CC=C1)S methyl 2-methyl-2-(3-sulfanylphenyl)propanoate